LITHIUM (4-METHYLPYRIDIN-2-YL)TRIHYDROXYBORATE CC1=CC(=NC=C1)[B-](O)(O)O.[Li+]